FC1=C(C=C2CN(CC(C2=O)C2=CC=NC=C2)S(=O)(=O)C2=CC=C(C=C2)C(F)(F)F)C=CC=C1 3-(2-fluorobenzylidene)-5-(4-pyridyl)-N-(4-trifluoromethylbenzenesulfonyl)-4-piperidone